3-bromo-2,3-diiodo-2-propenyl alcohol BrC(=C(CO)I)I